4-fluoro-2,3-dimethylphenyl methanesulfonate CS(=O)(=O)OC1=C(C(=C(C=C1)F)C)C